2-(2-chlorophenyl)-N-(4-sulfamoyl-1H-indol-6-yl)acetamide ClC1=C(C=CC=C1)CC(=O)NC1=CC(=C2C=CNC2=C1)S(N)(=O)=O